C(CCCCCCCCCCCCCCCCC)NCCO 2-(octadecylamino)ethan-1-ol